2-(((3R,4S)-3-hydroxy-3-(hydroxymethyl)-4-(4-(trifluoromethyl)phenoxy)pyrrolidin-1-yl)sulfonyl)benzonitrile O[C@]1(CN(C[C@@H]1OC1=CC=C(C=C1)C(F)(F)F)S(=O)(=O)C1=C(C#N)C=CC=C1)CO